CC1(C=NC=N1)C 5,5-dimethyl-imidazole